CC=1C(=C(C(=O)NC2CCCCC2)C=CC1)N methyl-N-cyclohexyl-2-aminobenzamide